C(CCCCCCC)(=O)OC(CC)I 1-Iodopropyl octanoate